C1=NC=CC2=CC=C(C=C12)NC1=NC=C(C(=N1)NN1C(OC2=C1C=CC=C2)=O)C [2-(isoquinolin-7-ylamino)-5-methyl-pyrimidin-4-ylamino]-3H-benzooxazol-2-one